1-(4-{4-[2-(3,3-difluoroazetidin-1-yl)acetamido]-1H-1,2,3-triazol-1-yl}-3-fluorobutyl)-N-{[4-(trifluoromethyl)pyridin-2-yl]methyl}-1H-1,2,3-triazole-4-carboxamide FC1(CN(C1)CC(=O)NC=1N=NN(C1)CC(CCN1N=NC(=C1)C(=O)NCC1=NC=CC(=C1)C(F)(F)F)F)F